C(C1=CC=CC=C1)OC=1C=C2CCNC(C2=CC1OC)\C=C\C1=C(C=CC(=C1)C=1COCCC1)C 6-(benzyloxy)-1-{(E)-2-[5-(5,6-dihydro-2H-pyran-3-yl)-2-methylphenyl]ethenyl}-7-methoxy-1,2,3,4-tetrahydroisoquinoline